O1CC=NC=CC2=C1C=CN=C2 pyrido[3,4-g][1,4]oxazocine